5-(2-Chloro-3-fluoro-phenyl)-3-oxetan-3-ylmethyl-1-{2-oxo-2-[4-(2-oxo-1,2,4,5-tetrahydro-benzo[d][1,3]diazepin-3-yl)-piperidin-1-yl]-ethyl}-1H-pyrimidine-2,4-dione ClC1=C(C=CC=C1F)C=1C(N(C(N(C1)CC(N1CCC(CC1)N1C(NC2=C(CC1)C=CC=C2)=O)=O)=O)CC2COC2)=O